2-(4-(benzyloxy)-3-(methoxy-d3)phenyl)ethane-1,1-d2-1-amine hydrochloride Cl.C(C1=CC=CC=C1)OC1=C(C=C(C=C1)CC(N)([2H])[2H])OC([2H])([2H])[2H]